C(C)(CC)C1C(NC2=C(CN1C(=O)N1CC(CC1)N(C(C)=O)C)C=CC=C2)=O N-(1-(3-(sec-butyl)-2-oxo-2,3,4,5-tetrahydro-1H-benzo[1,4]diazepine-4-carbonyl)pyrrolidin-3-yl)-N-methylacetamide